N[C@@H](C(C1CC1)C1CC1)C=1N=C2N(N=C(C=C2)CC2(C(NC(CC2)C(F)(F)F)=O)C(=O)OC)C1 methyl 3-((2-((S)-1-amino-2,2-dicyclopropylethyl)imidazo[1,2-b]pyridazin-6-yl)methyl)-2-oxo-6-(trifluoromethyl)piperidine-3-carboxylate